isoflavonetrial tert-Butyl-(1R,4R,5S)-5-(((Ra)-6-(2-cyanoethyl)-7-(2,3-dichlorophenyl)-8-fluoro-3-iodo-2-methylquinolin-4-yl)amino)-2-azabicyclo[2.1.1]hexane-2-carboxylate C(C)(C)(C)[C@@]12N(C[C@H]([C@@H]1NC1=C(C(=NC3=C(C(=C(C=C13)CCC#N)C1=C(C(=CC=C1)Cl)Cl)F)C)I)C2)C(=O)O.O2C(=C(C(=O)C1=C(C(=CC=C21)C=O)C=O)C2=CC=CC=C2)C=O